OC1=C(C=C(C=C1C(C)C)C(C)C)C1=C(C=CC=C1)N1N=NC2=C1C=CC=C2 2-(2-hydroxy-3,5-diisopropylphenyl)phenylbenzotriazoleN